1-(4-(4-((4-((1-(difluoromethyl)-1H-benzo[d]imidazol-5-yl)oxy)-2-fluoro-3-methylphenyl)amino)pyrido[3,2-d]pyrimidin-6-yl)-2,2-dimethylpiperazin-1-yl)prop-2-en-1-one FC(N1C=NC2=C1C=CC(=C2)OC2=C(C(=C(C=C2)NC=2C1=C(N=CN2)C=CC(=N1)N1CC(N(CC1)C(C=C)=O)(C)C)F)C)F